C1(=CC=CC=C1)[C@@H]1OC2=C(CN(C1)C(=O)C1CCOCC1)C=CC(=C2)C(=O)OC methyl (S)-2-phenyl-4-(tetrahydro-2H-pyran-4-carbonyl)-2,3,4,5-tetrahydrobenzo[f][1,4]oxazepine-8-carboxylate